Trans-2-[4-[4-(4-chlorophenyl)-5-(pyrazol-1-ylmethyl)-1,2,4-triazol-3-yl]cyclohexyl]oxy-pyridine ClC1=CC=C(C=C1)N1C(=NN=C1CN1N=CC=C1)[C@@H]1CC[C@H](CC1)OC1=NC=CC=C1